Cl.C(C)C1=C(C(=O)N)C=CC=C1 ethylbenzamide hydrochloride